ClC=1C=CC(=C(C1)C1=CC(=C(N1C)C)C(=O)N(C1=CC=C(C=C1)O)C=1C=NN(C1)CC)C(=O)N1CC2=CC=CC=C2C[C@H]1CN1CCOCC1 5-(5-Chloro-2-{[(3S)-3-(morpholin-4-ylmethyl)-3,4-dihydroisoquinolin-2(1H)-yl]carbonyl}phenyl)-N-(1-ethyl-1H-pyrazol-4-yl)-N-(4-hydroxyphenyl)-1,2-dimethyl-1H-pyrrole-3-carboxamide